ClC=1C=NC(=NC1)OC1=C2C=NC(=NC2=CC=C1)C(F)(F)F 5-(5-chloropyrimidin-2-yl)oxy-2-(trifluoromethyl)quinazoline